N-[3-[(1S)-1-(4-bromo-2-fluoro-phenoxy)ethyl]-1,2,4-thiadiazol-5-yl]acetamide BrC1=CC(=C(O[C@@H](C)C2=NSC(=N2)NC(C)=O)C=C1)F